6-bromo-1H-benzo[de]isoquinolin-1,3(2H)-dione BrC=1C=CC=2C(NC(C3=CC=CC1C23)=O)=O